tert-butyl (2R,5S)-2-(4-cyanophenyl)-5-methyl-piperidine-1-carboxylate C(#N)C1=CC=C(C=C1)[C@@H]1N(C[C@H](CC1)C)C(=O)OC(C)(C)C